C(#C)C1=CC=C(C=CC=2OC=CN2)C=C1 2-(4-ethynylstyryl)oxazole